COCCN(S(=O)(=O)C1=CC=C(C=C1)[N+](=O)[O-])C N-(2-methoxyethyl)-N-methyl-4-nitrobenzenesulfonamide